3-(trimethoxysilyl)propyl-n-nonyl-dimethyl-ammonium chloride [Cl-].CO[Si](CCC[N+](C)(C)CCCCCCCCC)(OC)OC